2-[6-[3-(Difluoromethyl)-4-fluoro-phenyl]pyrazolo[4,3-b]pyridin-1-yl]-1-(3-hydroxyazetidin-1-yl)ethanone FC(C=1C=C(C=CC1F)C=1C=C2C(=NC1)C=NN2CC(=O)N2CC(C2)O)F